(E)-1-chloro-4-(2-ethoxyvinyl)-2-methoxybenzene ClC1=C(C=C(C=C1)\C=C\OCC)OC